ClC=1C=CC(=C(C1)C1=NN(C=C1NC(=O)C=1C=NN2C1N=CC=C2)CC(=O)N2[C@@H](CCC2)CO)OC (S)-N-(3-(5-chloro-2-methoxyphenyl)-1-(2-(2-(hydroxymethyl)pyrrolidin-1-yl)-2-oxoethyl)-1H-pyrazol-4-yl)pyrazolo[1,5-a]pyrimidine-3-carboxamide